FC=1C=C(C=C(C1)F)N1[C@H](CN(CC1)C(=O)C1CCC2(C(NC(N2)=O)=O)CC1)C (S)-8-(4-(3,5-difluorophenyl)-3-methylpiperazine-1-carbonyl)-1,3-diazaspiro[4.5]decane-2,4-dione